(R)-(6-(4-(2-(cyclopentyloxy)phenyl)piperidin-1-yl)-2-azaspiro[3.4]oct-2-yl)(oxetan-3-yl)methanone C1(CCCC1)OC1=C(C=CC=C1)C1CCN(CC1)[C@H]1CC2(CN(C2)C(=O)C2COC2)CC1